C(C)(C)(C)OC(=O)N1CCC(=CC1)C1=CC(=CC=C1)S(=O)(=O)N1C(=CC(=C1)CNC)C1=C(C=CC=C1)F 4-(3-((2-(2-fluorophenyl)-4-((methylamino)methyl)-1H-pyrrol-1-yl)sulfonyl)phenyl)-3,6-dihydropyridine-1(2H)-carboxylic acid tert-butyl ester